5-Ethyl-2,3,4,6-tetramethyl-phenol C(C)C=1C(=C(C(=C(C1C)O)C)C)C